C(C1=CC=CC=C1)N1[C@@H](CCC1=O)C(C(C#N)=S1CCCC1)=O 3-[(2S)-1-benzyl-5-oxopyrrolidin-2-yl]-3-oxo-2-(1λ4-thiolan-1-ylidene)propanenitrile